CN1C(C2=C(C(CC1)=O)C(=CN2)C2=NC(=NC=C2C(F)(F)F)N[C@@H]2CNCCC2)=O 7-methyl-3-(2-{[(3S)-piperidin-3-yl]amino}-5-(trifluoromethyl)pyrimidin-4-yl)-1H,4H,5H,6H,7H,8H-pyrrolo[2,3-c]azepine-4,8-dione